N1=C(C=CC=C1)C1=C(C=CC(=C1)C1=NC2=C3N=CC=CC3=CC=C2C=C1)O 2-(pyridin-2-yl)-4-(1,10-phenanthroline-2-yl)phenol